1-aminopyrrolidin-2-one NN1C(CCC1)=O